dicyclohexyl-1,4,7,10,13,16-hexaoxaoctadecane C1(CCCCC1)C(O)(COCCOCCOCCOCCOCC)C1CCCCC1